4-(1-methylazetidin-3-yl)-1H-benzo[d]imidazole CN1CC(C1)C1=CC=CC=2NC=NC21